(4-methoxyphenyl)-5-phenyl-1,3,4-oxadiazol-2-amine COC1=CC=C(C=C1)NC=1OC(=NN1)C1=CC=CC=C1